BrC1=NC=C(C=N1)OC(C)(C)C 2-bromo-5-(tert-butoxy)pyrimidine